methyl 3-(6-(1-methylpiperidine-4-carboxamido)-1H-pyrrolo[2,3-b]pyridin-3-yl)cyclobutane-1-carboxylate CN1CCC(CC1)C(=O)NC1=CC=C2C(=N1)NC=C2C2CC(C2)C(=O)OC